C(C)(C)(C)[Si](OCC(CCO)(CC)CO[Si](C)(C)C(C)(C)C)(C)C 3,3-bis[[tert-butyl-(dimethyl)silyl]oxy-methyl]-pentan-1-ol